6-propyl-4-decene C(CC)C(C=CCCC)CCCC